N-((2-(6-((cis)-2,6-dimethylmorpholino)pyridin-2-yl)-1,6-naphthyridin-7-yl)methyl)-3-(N-(2-hydroxyethyl)methylsulfonamido)-4-methylbenzamide C[C@@H]1O[C@@H](CN(C1)C1=CC=CC(=N1)C1=NC2=CC(=NC=C2C=C1)CNC(C1=CC(=C(C=C1)C)N(S(=O)(=O)C)CCO)=O)C